C1(=CC=CC=C1)C1=CN=C(N1)C1=NC=CC(=C1)C=1C=NC=C(C1)NS(=O)(=O)CC N-[2'-(5-Phenyl-1H-imidazol-2-yl)-3,4'-bipyridin-5-yl]ethansulfonamid